tert-butyl (4aS,7aS)-6-(4-(5-methyl-7H-pyrrolo[2,3-d]pyrimidin-4-yl)-3,4-dihydro-2H-1,4-thiazine-6-carbonyl)octahydro-1H-pyrrolo[3,4-b]pyridine-1-carboxylate CC1=CNC=2N=CN=C(C21)N2CCSC(=C2)C(=O)N2C[C@H]1N(CCC[C@H]1C2)C(=O)OC(C)(C)C